cerous nitrate hydrate O.[N+](=O)([O-])[O-].[Ce+3].[N+](=O)([O-])[O-].[N+](=O)([O-])[O-]